C(C1=CC=CC=C1)N1[C@H](CN(CC1)CC1=CC=CC=C1)CC#N (S)-2-(1,4-dibenzylpiperazin-2-yl)acetonitrile